C(CCC=CCCC=CCC=C)O dodeca-4,8,11-trien-1-ol